N-[2-(2,4-dimethoxypyridin-3-yl)-1-methylpyrrolo[2,3-c]pyridin-5-yl]-2-[(dimethylamino)methyl]cyclopropane-1-carboxamide COC1=NC=CC(=C1C1=CC=2C(=CN=C(C2)NC(=O)C2C(C2)CN(C)C)N1C)OC